N[C@H]1C[C@H](CC1)C(=O)O (1S,3R)-3-aminocyclopentane-carboxylic acid